2-((6-amino-3,5-dicyano-4-ethoxypyridin-2-yl)thio)propanamide NC1=C(C(=C(C(=N1)SC(C(=O)N)C)C#N)OCC)C#N